[Br-].C(C)OC(OCC)[SiH2]COC1=C(C=C(C=C1)O)[P+](C1=CC=CC=C1)(C1=CC=CC=C1)C1=CC=CC=C1 (2-[(diethoxymethylsilyl)methoxy]-5-hydroxyphenyl)triphenylphosphonium bromide